2-[(tert-butoxycarbonyl)amino]-4-(methoxycarbonyl)phenylboronic acid C(C)(C)(C)OC(=O)NC1=C(C=CC(=C1)C(=O)OC)B(O)O